methyl (2S)-5,5-dimethyl-2-[[2-[3-[[5-[[1-[2-[2-(2-prop-2-ynoxyethoxy)ethoxy]acetyl]-4-piperidyl]oxy]-2-pyridyl]oxy]phenoxy]acetyl]amino]hexanoate CC(CC[C@@H](C(=O)OC)NC(COC1=CC(=CC=C1)OC1=NC=C(C=C1)OC1CCN(CC1)C(COCCOCCOCC#C)=O)=O)(C)C